6-(3-ethylsulfonyl-6-pyrimidin-2-yl-2-pyridyl)-2,2-difluoro-5H-[1,3]dioxolo[4,5-f]isoindol-7-one C(C)S(=O)(=O)C=1C(=NC(=CC1)C1=NC=CC=N1)N1CC=2C=C3C(=CC2C1=O)OC(O3)(F)F